C1(CC1)N1C(=NC2=C1C=C(C(=C2)C#CC2=NN(C(=C2C(=O)N)NC)[C@@H]2CN([C@H](C2)[C@H](C)O)C(C=C)=O)F)C 3-[2-(1-Cyclopropyl-6-fluoro-2-methyl-1,3-benzodiazol-5-yl)ethynyl]-1-[(3S,5R)-5-[(1S)-1-hydroxyethyl]-1-(prop-2-enoyl)pyrrolidin-3-yl]-5-(methylamino)pyrazole-4-carboxamide